tert-butyl (S)-5-(3-((1-((3-aminobenzyl)sulfonyl)-2,2-dimethylpiperidin-4-yl)amino)phenyl)-3-(2-(tert-butoxy)-2-oxoethoxy)-4-chlorothiophene-2-carboxylate NC=1C=C(CS(=O)(=O)N2C(C[C@H](CC2)NC=2C=C(C=CC2)C2=C(C(=C(S2)C(=O)OC(C)(C)C)OCC(=O)OC(C)(C)C)Cl)(C)C)C=CC1